(S)-3-(4-aminobutyl)piperazine-2,5-dione NCCCC[C@H]1C(NCC(N1)=O)=O